C(C)OC(=S)SC1=C(C(=O)N)C=C(C=C1C(F)(F)F)C(F)(F)F ((ethoxycarbonothioyl)thio)-3,5-bis(trifluoromethyl)benzamide